spiro[fluorene-9,9'-xanthene]-3'-ylboronic acid C1=CC(=CC=2OC3=CC=CC=C3C3(C12)C1=CC=CC=C1C=1C=CC=CC13)B(O)O